(S)-3-fluoro-5-(1-(4-(5-fluoro-4-(5-methyl-2H-1,2,3-triazol-4-yl)pyrimidin-2-yl)piperazine-1-carbonyl)-4,5-dihydro-1H-pyrazol-5-yl)benzonitrile FC=1C=C(C#N)C=C(C1)[C@@H]1CC=NN1C(=O)N1CCN(CC1)C1=NC=C(C(=N1)C1=NNN=C1C)F